The molecule is a quercetin O-glycoside in which the hydroxy hydrogen at position 3 of quercetin has been replaced by a gentiotriosyl group. It has a role as a Brassica napus metabolite. It is a quercetin O-glycoside, a tetrahydroxyflavone and a trisaccharide derivative. C1=CC(=C(C=C1C2=C(C(=O)C3=C(C=C(C=C3O2)O)O)O[C@H]4[C@@H]([C@H]([C@@H]([C@H](O4)CO[C@H]5[C@@H]([C@H]([C@@H]([C@H](O5)CO[C@H]6[C@@H]([C@H]([C@@H]([C@H](O6)CO)O)O)O)O)O)O)O)O)O)O)O